4-Mesityl-2-phenethyl-5-phenyloxazole C1(=C(C(=CC(=C1)C)C)C=1N=C(OC1C1=CC=CC=C1)CCC1=CC=CC=C1)C